(acetyl)-tryptophan C(C)(=O)N[C@@H](CC1=CNC2=CC=CC=C12)C(=O)O